FC(CNC=1N=CC2=C(N1)NC=C2C2=CC1=C(C(NCCO1)=O)C=C2)(F)F 8-(2-((2,2,2-trifluoroethyl)amino)-7H-pyrrolo[2,3-d]pyrimidin-5-yl)-3,4-dihydrobenzo[1,4]oxazepin-5(2H)-one